2-(3,5-difluoro-4-methylpyridin-2-yl)propan-2-amine FC=1C(=NC=C(C1C)F)C(C)(C)N